4-((2S,5R)-4-(bis(4-fluorophenyl)methyl)-2,5-diethylpiperazin-1-yl)-1-(((R)-tetrahydrofuran-2-yl)methyl)-1H-[1,2,3]triazolo[4,5-e][1,2,4]triazolo[4,3-a]pyrimidine FC1=CC=C(C=C1)C(N1C[C@@H](N(C[C@H]1CC)C1=NC=2N(C3=C1N=NN3C[C@@H]3OCCC3)C=NN2)CC)C2=CC=C(C=C2)F